Cl.NCCC=C(C(=O)O)C (2-aminoethylmethacrylate) hydrochloride